BrCC1=C([C@@H](N=C(N1)C=1SC=CN1)C1=C(C(=CC=C1)F)Cl)C(=O)OC |o1:4| (R*)-Methyl 6-(bromomethyl)-4-(2-chloro-3-fluorophenyl)-2-(thiazol-2-yl)-1,4-dihydropyrimidine-5-carboxylate